2-heptylnonyl (S)-2-amino-3-(3,5-difluorophenyl)propanoate N[C@H](C(=O)OCC(CCCCCCC)CCCCCCC)CC1=CC(=CC(=C1)F)F